C(C)(C)(C)OC(=O)N1CCCC2=CC=C(C=C12)N(C(=O)[C@@H]1N(C[C@@H](C1)O)C(=O)OC(C)(C)C)C(C(=O)NC1CCCCC1)C=1C=NC=CC1 tert-butyl-7-((2R,4R)-1-(tert-butoxycarbonyl)-N-(2-(cyclohexylamino)-2-oxo-1-(pyridin-3-yl)ethyl)-4-hydroxypyrrolidine-2-carboxamido)-3,4-dihydroquinoline-1(2H)-carboxylate